3-((3-bromobenzyl)oxy)-1-methyl-1H-pyrazole BrC=1C=C(COC2=NN(C=C2)C)C=CC1